BrC1=CC(=C(C=C1)N1CC2CCC(C1)N2C(=O)OC(C)(C)C)CC tert-Butyl 3-(4-bromo-2-ethylphenyl)-3,8-diazabicyclo[3.2.1]octane-8-carboxylate